tert-butyl (2R,4S)-2-[(5-bromopyrazin-2-yl)carbamoyl]-4-fluoro-pyrrolidine-1-carboxylate BrC=1N=CC(=NC1)NC(=O)[C@@H]1N(C[C@H](C1)F)C(=O)OC(C)(C)C